6-chloro-3-[1-[3,6-dimethyl-2-[2-[(2-methylpropan-2-yl)oxycarbonyl]-2,7-diazaspiro[4.4]nonan-7-yl]-4-oxoquinazolin-8-yl]ethylamino]pyridine-2-carboxylic acid ClC1=CC=C(C(=N1)C(=O)O)NC(C)C=1C=C(C=C2C(N(C(=NC12)N1CC2(CCN(C2)C(=O)OC(C)(C)C)CC1)C)=O)C